Ethyldifluoropropionat C(C)CC(C(=O)[O-])(F)F